FC=1C(=CC2=C(C(C(O2)=O)(C)C)C1)CNC(=O)C1=CC2=C(NC(=N2)C2(CC2)C(F)(F)F)C=C1 N-[(5-fluoro-3,3-dimethyl-2-oxo-benzofuran-6-yl)methyl]-2-[1-(trifluoromethyl)cyclopropyl]-1H-benzimidazole-5-carboxamide